2'-(4,4,5,5-tetramethyl-1,3,2-dioxaborolan-2-yl)-5',6'-dihydro-1'H-spiro[oxane-4,7'-pyrrolo[3,2-c]pyridin]-4'-one CC1(OB(OC1(C)C)C1=CC=2C(NCC3(C2N1)CCOCC3)=O)C